FC(C(=O)O)(F)F.ClC1=CC=CC(=C1C(=O)NCC1=CC(=C(C=C1)OC)F)OCC1CC1 6-chloro-2-(cyclopropylmethoxy)-N-(3-fluoro-4-methoxybenzyl)benzamide trifluoroacetate salt